tert-butyl 2-(4-(benzyloxy) phenyl)-6,7-dihydro-3H-imidazo[4,5-c]pyridine-5(4H)-carboxylate C(C1=CC=CC=C1)OC1=CC=C(C=C1)C1=NC2=C(CN(CC2)C(=O)OC(C)(C)C)N1